O(C1=CC=CC=C1)C1=CC=C(C=C1)C(=O)NCC(=O)N1C(C1)C(=O)N 1-{2-[(4-phenoxyphenyl)formylamino]acetyl}aziridine-2-carboxamide